(R)-2-((3-((1s,4R)-4-(Benzyloxy)cyclohexyl)propyl)amino)-1-(3-fluoro-phenyl)ethan-1-ol C(C1=CC=CC=C1)OC1CCC(CC1)CCCNC[C@H](O)C1=CC(=CC=C1)F